O1CC(CC1)OS(=O)(=O)C1=CC=C(C)C=C1 toluene-4-sulfonic acid oxacyclopentane-3-yl ester